FC1=NC=CC(=C1)C1=C(C=C2C(=N1)N=C(S2)N2CCOCC2)NC(=O)C=2N=C(OC2)C2=CC(=NC=C2)C N-(5-(2-fluoropyridin-4-yl)-2-morpholinothiazolo[4,5-b]pyridin-6-yl)-2-(2-methylpyridin-4-yl)oxazole-4-carboxamide